(4-((4-Methoxypyridin-3-yl)(4-(trifluoromethyl)phenyl)amino)piperidin-1-yl)(2-methylpyridin-4-yl)methanone COC1=C(C=NC=C1)N(C1CCN(CC1)C(=O)C1=CC(=NC=C1)C)C1=CC=C(C=C1)C(F)(F)F